O.[Co] cobalt (hydrogen) oxide